ClC=1N=C(C2=C(N1)NC=C2)C=2C=CC(=NC2)C21CNCC(N2CC=2C=NC(=CC2)OC)C1 (5-(2-chloro-7H-pyrrolo[2,3-d]pyrimidin-4-yl)pyridin-2-yl)-6-((6-methoxypyridin-3-yl)methyl)-3,6-diazabicyclo[3.1.1]heptane